bismuth (III) hexanoate C(CCCCC)(=O)[O-].[Bi+3].C(CCCCC)(=O)[O-].C(CCCCC)(=O)[O-]